(R)-2-(1-(1-(5-ethylpyrimidin-2-yl)piperidin-4-yl)ethoxy)-6-(4-(methylsulfonyl)phenyl)imidazo[2,1-b][1,3,4]thiadiazole C(C)C=1C=NC(=NC1)N1CCC(CC1)[C@@H](C)OC1=NN2C(S1)=NC(=C2)C2=CC=C(C=C2)S(=O)(=O)C